(E)-1-(4-(4-((4-([1,2,4]triazolo[1,5-a]pyridin-7-yloxy)-3-methylphenyl)amino)pyrrolo[2,1-f][1,2,4]triazin-5-yl)piperidin-1-yl)-4-(3-methoxypyrrolidin-1-yl)but-2-en-1-one N=1C=NN2C1C=C(C=C2)OC2=C(C=C(C=C2)NC2=NC=NN1C2=C(C=C1)C1CCN(CC1)C(\C=C\CN1CC(CC1)OC)=O)C